2-(2-(6-(4-fluorophenyl)-5-nitro-2H-indazol-2-yl)ethoxy)acetamide FC1=CC=C(C=C1)C=1C(=CC2=CN(N=C2C1)CCOCC(=O)N)[N+](=O)[O-]